ClC12CC(C1)(C2)C2=C(CC(CC2)(C)C)CN2CCN(CC2)C2=CC=C(C(=O)O)C=C2 4-(4-((2-(3-Chlorobicyclo[1.1.1]pentan-1-yl)-5,5-dimethylcyclohex-1-en-1-yl)methyl)piperazin-1-yl)benzoic acid